CS(=O)(=O)C=1C=C(C=CC1C(=O)OC)N1CCN(CC1)C(=O)OC(C)(C)C Tert-butyl 4-[3-methanesulfonyl-4-(methoxycarbonyl)phenyl]piperazine-1-carboxylate